C1(=CC=CC=C1)C1=C2NC(=C1)C=C1C=CC(=N1)C(=C1C=CC(N1)=C(C=1C=CC(N1)=C2C2=CC=C(C=C2)OC)C2=CC=C(C=C2)OC)C2=CC=C(C=C2)OC phenyl-10,15,20-tris(4-methoxyphenyl)porphyrin